Nicotinic acid L-glutamic acid salt N[C@@H](CCC(=O)O)C(=O)O.C(C1=CN=CC=C1)(=O)O